S1C(=NC2=C1C=CC=C2)NC2=C(C1=C(N=N2)N(CCC1)C=1C=C(C(=O)O)C=CC1)C 3-{3-[(1,3-benzothiazol-2-yl)amino]-4-methyl-5H,6H,7H,8H-pyrido[2,3-c]pyridazin-8-yl}benzoic acid